[Li].P monophosphine lithium salt